COC=1C=C2C(=CC=NC2=CC1OC)OC=1C=NC(=NC1)NC(=O)C1=CN(N=C(C1=O)C1=CC=C(C=C1)F)C(C)C N-(5-((6,7-dimethoxyquinolin-4-yl)oxy)pyrimidin-2-yl)-6-(4-fluorophenyl)-2-isopropyl-5-oxo-2,5-dihydropyridazine-4-carboxamide